ClC1=CC=C(CNC(=O)C2=CC(=C3N(CCN(C3=O)CCS(=O)(=O)C)C2=O)C2=NOC(=N2)C)C=C1 N-(4-chlorobenzyl)-9-(5-methyl-1,2,4-oxadiazol-3-yl)-2-(2-(methyl-sulfonyl)ethyl)-1,6-dioxo-1,3,4,6-tetrahydro-2H-pyrido[1,2-a]pyrazine-7-carboxamide